C(CCC)[C@]1(CS(C2=C([C@@H](N1O)C1=CC=CC=C1)C=C(C(=C2OC)OC)OC)(=O)=O)CC |r| (±)-trans-3-butyl-3-ethyl-2,3,4,5-tetrahydro-7,8,9-trimethoxy-5-phenyl-1,4-benzothiazepine-4-ol 1,1-dioxide